C(C1=CC=CC=C1)OC(CN1N=CC(=C1)C(=O)OCC)=O ethyl 1-[2-(benzyloxy)-2-oxoethyl]-1H-pyrazole-4-carboxylate